1-(2,4-dihydroxyphenyl)-3-(4-hydroxyphenyl)propan-1-one OC1=C(C=CC(=C1)O)C(CCC1=CC=C(C=C1)O)=O